FC=1C=C(CNC2=NC=C(C=N2)C=2OC(=NN2)N2CC(CC2)(C=2N=NNC2)C)C=C(C1)F N-(3,5-difluorobenzyl)-5-(5-(3-methyl-3-(1H-1,2,3-triazol-4-yl)pyrrolidin-1-yl)-1,3,4-oxadiazol-2-yl)pyrimidin-2-amine